C(=O)(O)CCCCCN1C(C(C=2C3=C(C=CC12)C=CC=C3)(C)C)C 3-(5-carboxypentyl)-1,1,2-trimethyl-1H-benzo[e]indole